[Na+].P(=O)(OCCCCCCCC)([O-])[O-].[Na+] octyl phosphate sodium salt